5-[tert-butoxycarbonyl(methyl)amino]-5-ethyl-6,7-dihydro-4H-benzothiophene-2-carboxylic acid C(C)(C)(C)OC(=O)N(C1(CCC2=C(C=C(S2)C(=O)O)C1)CC)C